(2E,4E)-5-(4-methoxy-2,3,6-trimethylphenyl)-3-methyl-2,4-pentadien COC1=C(C(=C(C(=C1)C)/C=C/C(=C/C)/C)C)C